2'-(methoxycarbonyl)spiro[azetidine-1,8'-bicyclo[3.2.1]octane]-1-ium COC(=O)C1C2CCC(CC1)[N+]21CCC1